(R)-4-(5-(3-cyano-6-(2-hydroxypropoxy)pyrazolo[1,5-a]pyridin-4-yl)pyridin-2-yl)-N-isobutylpiperazine-1-carboxamide 2,2,2-trifluoroacetate FC(C(=O)O)(F)F.C(#N)C=1C=NN2C1C(=CC(=C2)OC[C@@H](C)O)C=2C=CC(=NC2)N2CCN(CC2)C(=O)NCC(C)C